C(#N)C1=CC=C(C=C1C1=CC=C(C=C1)CN1C(=NC(=C1C(=O)OCC)C(C)(C)O)CCC)C1=CC=CC=C1 ethyl 1-((6'-cyano-[1,1':3',1''-terphenyl]-4-yl)methyl)-4-(2-hydroxypropan-2-yl)-2-propyl-1H-imidazole-5-carboxylate